(3R)-7-((2S,5R)-4-acryloyl-2,5-dimethylpiperazin-1-yl)-9-chloro-10-(2,4-difluorophenyl)-3-(2-morpholinoethyl)-2,3-dihydro-5H-[1,4]oxazino[2,3,4-ij]quinazolin-5-one C(C=C)(=O)N1C[C@@H](N(C[C@H]1C)C1=NC(N2C3=C(C(=C(C=C13)Cl)C1=C(C=C(C=C1)F)F)OC[C@H]2CCN2CCOCC2)=O)C